C(C)C=1NC=C(N1)C 2-ethyl-methylimidazole